CN1C(=NC2=C1C=C(C=C2C)C2=CC=C(C=C2)CN2CCCC2)C2=CC=C(C=C2)S(=O)(=O)C 1,4-Dimethyl-2-(4-(methylsulfonyl)phenyl)-6-(4-(pyrrolidin-1-ylmethyl)phenyl)-1H-benzo[d]imidazol